3-(4-aminophenyl)-1-tert-butyl-5-[(6-cyanopyridin-2-yl)amino]-1H-pyrazole-4-carboxamide NC1=CC=C(C=C1)C1=NN(C(=C1C(=O)N)NC1=NC(=CC=C1)C#N)C(C)(C)C